ClC1=C(C=CC=C1)CC(=O)NC1=CC(=C(C=C1)N1N=CC(=C1)C#N)S(N=CN(C)C)(=O)=O 2-(2-Chlorophenyl)-N-[4-(4-cyano-1H-pyrazol-1-yl)-3-{[(dimethylamino)methylene]sulfamoyl}phenyl]acetamide